C(#C)C=1C(=C(C(=CC1)C1=NN=C(C2=CC=CC=C12)NC1COCC1)O)F 3-ethynyl-2-fluoro-6-(4-((tetrahydrofuran-3-yl)amino)phthalazin-1-yl)phenol